pentadecyl hexadecanoate C(CCCCCCCCCCCCCCC)(=O)OCCCCCCCCCCCCCCC